ClC1=NC=C(C(=N1)NC=1C=C2C(=NC1)NC=C2)C(F)(F)F N-(2-chloro-5-(trifluoromethyl)pyrimidin-4-yl)-1H-pyrrolo[2,3-b]pyridin-5-amine